FC(C1=CC=2N(C=C1C1CCN(CC1)S(=O)(=O)C1=CC(=NS1)C)N=CN2)F 5-((4-(7-(difluoromethyl)-[1,2,4]triazolo[1,5-a]pyridin-6-yl)piperidin-1-yl)sulfonyl)-3-methylisothiazole